(E)-3-(4-(diethylamino)phenyl)-1-(2-hydroxy-4,6-dimethoxyphenyl)prop-2-en-1-one C(C)N(C1=CC=C(C=C1)/C=C/C(=O)C1=C(C=C(C=C1OC)OC)O)CC